3-(6-{4-[2-(2-Fluoro-6-methoxyphenyl)pyrimidin-4-yl]-1H-1,2,3-triazol-1-yl}pyridin-2-yl)-8-methyl-3,8-diazabicyclo[3.2.1]octane FC1=C(C(=CC=C1)OC)C1=NC=CC(=N1)C=1N=NN(C1)C1=CC=CC(=N1)N1CC2CCC(C1)N2C